C(C1=CC=CC=C1)OC1C(CCCC1)=O 2-benzyloxycyclohexanone